ethyl (2r,4s)-2-[4-(1-methyl-1H-pyrazol-5-yl)piperidin-1-yl]-6-azaspiro[3.4]octane-6-carboxylate CN1N=CC=C1C1CCN(CC1)C1CC2(C1)CN(CC2)C(=O)OCC